CS(=O)(=NC1=C2C(=NC(=C1)N1[C@@H](COCC1)C)C(=NS2)C2=CC=NN2C2OCCCC2)C dimethyl-({5-[(3R)-3-methylmorpholin-4-yl]-3-[1-(oxan-2-yl)-1H-pyrazol-5-yl]-[1,2]thiazolo[4,5-b]pyridin-7-yl}imino)-λ^6-sulfanone